C(C1=CC=CC=C1)N1N=CC(=C1)C=1C(=CC(N(C1)C)=O)C=1C=NN(C1)CC(=O)N 2-(4-(5-(1-benzyl-1H-pyrazol-4-yl)-1-methyl-2-oxo-1,2-dihydropyridin-4-yl)-1H-pyrazol-1-yl)acetamide